4-Amino-1-(3H-imidazol-4-ylmethyl)-7-iodo-2-oxo-1,2-dihydroquinoline-3-carboxylic acid methyl ester COC(=O)C=1C(N(C2=CC(=CC=C2C1N)I)CC=1NC=NC1)=O